C(CC(C)CCC=C(C)C)C(C(=O)O)C.C(CC)(=O)OCCC(C)CCC=C(C)C citronellyl propionate (CITRONELLYL PROPIONATE)